C(C1=CC=CC=C1)OC1=CC=C(C=C1)N1CCN(CC1)C(=O)OC(C)(C)C tert-butyl 4-(4-benzyloxyphenyl)piperazine-1-carboxylate